N1C(=NCC1)C1=CC=C(C=C1)N(C(N(C)C=1C=C(C(=O)O)C=C(C1)N(C(=O)N(C1=CC=C(C=C1)C=1NCCN1)C)C)=O)C 3,5-bis(3-(4-(4,5-dihydro-1H-imidazol-2-yl)phenyl)-1,3-dimethylureido)benzoic acid